(+)-(1S)-camphoric acid C([C@]1(C)C(C)(C)C(C(=O)O)CC1)(=O)O